FC(C)(C)C1=CC=CC(=N1)N 6-(2-fluoroprop-2-yl)pyridin-2-amine